(6S,9S)-1-amino-9-isopropyl-13,13-dimethyl-1,8,11-trioxo-12-oxa-2,7,10-triazatetradecane-6-carboxylic acid NC(NCCC[C@H](NC([C@@H](NC(OC(C)(C)C)=O)C(C)C)=O)C(=O)O)=O